3,4-dichloro-hex-3-ene-1,6-diol ClC(CCO)=C(CCO)Cl